tert-butyl 7-[5-[4-[4-amino-3-(4-phenoxyphenyl)pyrazolo[3,4-d]pyrimidin-1-yl]-1-piperidyl]pyrimidin-2-yl]-2,7-diazaspiro[3.5]nonane-2-carboxylate NC1=C2C(=NC=N1)N(N=C2C2=CC=C(C=C2)OC2=CC=CC=C2)C2CCN(CC2)C=2C=NC(=NC2)N2CCC1(CN(C1)C(=O)OC(C)(C)C)CC2